6-[2-(trifluoromethyl)pyrimidin-5-yl]benzene FC(C1=NC=C(C=N1)C1=CC=CC=C1)(F)F